IC1=CC=CC=C1 iodobenzen